O1COC2=C1C=CC=C2NS(=O)(=O)C2=CNC(=C2)C2=CC=CC=C2 N-(1,3-benzodioxol-4-yl)-5-phenyl-1H-pyrrole-3-sulfonamide